FC1(CCC2=C1N=C(N=C2C2=CC1=C(C(NCC(O1)CC)=O)C=C2)N2[C@H]([C@@H](C2)O)C)F 8-(7,7-difluoro-2-((2S,3R)-3-hydroxy-2-methylazetidin-1-yl)-6,7-dihydro-5H-cyclopenta[d]pyrimidin-4-yl)-2-ethyl-3,4-dihydrobenzo[f][1,4]oxazepin-5(2H)-one